3-(3,5-difluorophenoxy)azetidine-1-carboxylic acid tert-butyl ester C(C)(C)(C)OC(=O)N1CC(C1)OC1=CC(=CC(=C1)F)F